FC1(CCN(CC1)C1=NC(=CC(=C1F)NC(C1=C(C=C(C=C1)NS(=O)(=O)CCO)N1CCC2(CC2)CC1)=O)C)F N-(2-(4,4-Difluoropiperidin-1-yl)-3-fluoro-6-methylpyridin-4-yl)-4-((2-hydroxyethyl)sulfonamido)-2-(6-azaspiro[2.5]octan-6-yl)benzamide